2-propylidenedicarboxymethylsulfonium trifluoromethanesulfonate FC(S(=O)(=O)[O-])(F)F.CC(C)=[S+]C(C(=O)O)C(=O)O